FC=1C=C(C=CC1F)CC(C)(C)NC([C@H](C1=CC=CC=C1)NC(OC(C)(C)C)=O)=O tert-butyl (S)-(2-((1-(3,4-difluorophenyl)-2-methylpropan-2-yl)amino)-2-oxo-1-phenylethyl)carbamate